ClC=1C=C(C=C(C1)Cl)C1(CC(=NN1)C1=NN=C(O1)SCC(=O)NC1=CC=C(C=C1)[N+](=O)[O-])C(F)(F)F 2-((5-(5-(3,5-dichlorophenyl)-5-(trifluoromethyl)-4,5-dihydro-1H-pyrazol-3-yl)-1,3,4-oxadiazol-2-yl)thio)-N-(4-nitrophenyl)acetamide